6-[4-[3-[4-(5-Hydroxypyridin-3-yl)pyrazol-1-yl]-5-(trifluoromethyl)benzoyl]piperazin-1-yl]-N-(4-methoxyphenyl)pyridazine-3-carboxamide OC=1C=C(C=NC1)C=1C=NN(C1)C=1C=C(C(=O)N2CCN(CC2)C2=CC=C(N=N2)C(=O)NC2=CC=C(C=C2)OC)C=C(C1)C(F)(F)F